C(C)N[C@H](C(F)(F)F)C1=NC=C(C(=C1)C=1N=C(C=2N(C1)C=C(N2)C)OC)OC (S)-N-ethyl-2,2,2-trifluoro-1-(5-methoxy-4-(8-methoxy-2-methylimidazo[1,2-a]pyrazin-6-yl)pyridin-2-yl)ethan-1-amine